ClC=1C=C(C=C(C1)CNCCCCOCCOC1=C2C=NNC2=CC(=C1)C1=CN=NC=C1)CO (3-chloro-5-(((4-(2-((6-(pyridazin-4-yl)-1H-indazol-4-yl)oxy)ethoxy)butyl)amino)methyl)phenyl)methanol